Ethyl (R)-2-(5-(4-((6-(3-(2-ethoxyphenoxy)piperidin-1-yl)pyrazin-2-yl)carbamoyl)piperidin-1-yl)-2H-tetrazol-2-yl)acetate C(C)OC1=C(O[C@H]2CN(CCC2)C2=CN=CC(=N2)NC(=O)C2CCN(CC2)C=2N=NN(N2)CC(=O)OCC)C=CC=C1